2-amino-3-(trifluoromethyl)benzoic acid NC1=C(C(=O)O)C=CC=C1C(F)(F)F